N-(4-(3-amino-6-(1-isobutyrylpiperidin-4-yl)-1-methyl-1H-indazol-4-yl)phenyl)-5'-fluoro-2-oxo-2H-[1,2'-bipyridine]-3-carboxamide NC1=NN(C2=CC(=CC(=C12)C1=CC=C(C=C1)NC(=O)C=1C(N(C=CC1)C1=NC=C(C=C1)F)=O)C1CCN(CC1)C(C(C)C)=O)C